CC1=NC(=CC=C1[C@@H]1[C@](C1)(C(=O)NS(=O)(=O)C=1C=2C=CC(=NC2C=CC1)C)C1=C(C=CC(=C1)C)OC)C (1S,2R)-2-(2,6-dimethylpyridin-3-yl)-1-(2-methoxy-5-methylphenyl)-N-(2-methylquinoline-5-sulfonyl)cyclopropane-1-carboxamide